[C@@H]1(C[C@H](O)[C@@H](CO)O1)N1C=NC=2C3=NC=CN3C=NC12 1,N6-etheno-2'-deoxyadenosine